O1[C@@H](COCC1)CC1C2=C(CNC1)C=C(N2)C2=NC(=NC=C2)C 7-(((R)-1,4-dioxan-2-yl)methyl)-2-(2-methylpyrimidin-4-yl)-4,5,6,7-tetrahydro-1H-pyrrolo[3,2-c]pyridine